(S)-o-chlorobenzoyl-glycine ClC1=C(C(=O)NCC(=O)O)C=CC=C1